tert-Butyl N-[1-[(4,7-difluoro-2-formyl-2,3-dihydro-1H-inden-5-yl)oxy]-2-methylpropan-2-yl]carbamate FC1=C2CC(CC2=C(C=C1OCC(C)(C)NC(OC(C)(C)C)=O)F)C=O